FC1=C2C=C(C(=NC2=CC=C1)C)C1C(NC(CC1)=O)=O 3-(5-fluoro-2-methylquinolin-3-yl)piperidine-2,6-dione